BrC1=CC(=C(C=C1)C(CCl)=O)O 1-(4-bromo-2-hydroxyphenyl)-2-chloroethanone